2-methyl-5-(3-(trifluoromethoxy)phenyl)-N-(3-(2-methyl-2-hydroxypropyl)-1,2,4-thiadiazol-5-yl)furan-3-carboxamide CC=1OC(=CC1C(=O)NC1=NC(=NS1)CC(C)(O)C)C1=CC(=CC=C1)OC(F)(F)F